[N+](=O)([O-])C=1C(=CC2=C(OC[C@H]3N2CCNC3)C1)C#N (S)-8-nitro-1,2,3,4,4a,5-hexahydrobenzo[b]pyrazino[1,2-d][1,4]oxazine-9-carbonitrile